N1CC(C1)OC1=CC=C(OC2=C(C=C(C=C2)C(C)(C)O)C=2C3=C(C(N(C2)C)=O)NC=C3)C=C1 4-[2-[4-(azetidin-3-yloxy)phenoxy]-5-(1-hydroxy-1-methyl-ethyl)phenyl]-6-methyl-1H-pyrrolo[2,3-c]pyridin-7-one